[C@H]12N(CC[C@@H]2C1)C(=O)C1=CC=C(C=C1)C1=C(N(C=2N=CN=C(C21)N)C)C2=C(C=C(C=C2)NC(C(=C)C)=O)F N-(4-(5-(4-((1S,5R)-2-azabicyclo[3.1.0]hexane-2-carbonyl)phenyl)-4-amino-7-methyl-7H-pyrrolo[2,3-d]pyrimidin-6-yl)-3-fluorophenyl)methacrylamide